4,4'-thiobis(3-methyl-6-t-butyl-phenol) S(C1=C(C=C(C(=C1)C(C)(C)C)O)C)C1=C(C=C(C(=C1)C(C)(C)C)O)C